C[C@@H]1CC[C@H]([C@@H](C1)C(=O)O)C(=C)C (1R,2R,5R)-5-methyl-2-(prop-1-en-2-yl)cyclohexane-1-carboxylic acid